cobalt hydroxide, hydrate O.[Co](O)O